C[C@@H]1N(C[C@@H]1OC=1C=NC(=CC1)C(NC)=O)C(=O)OC(C)(C)C tert-butyl (2S,3S)-2-methyl-3-((6-(methylcarbamoyl)pyridin-3-yl)oxy)azetidine-1-carboxylate